FC1=CC=C(OCCCC(C(=O)N2C(CN(CC2)S(=O)(=O)C2=CC=C(C(=O)O)C=C2)C)(C)C)C=C1 4-((4-(5-(4-fluorophenoxy)-2,2-dimethylpentanoyl)-3-methylpiperazin-1-yl)sulfonyl)benzoic acid